C(#N)C=1C=C(OC2=C(C=3C=CNC3C(=C2F)F)C(=O)NC)C=CC1F 5-(3-cyano-4-fluoro-phenoxy)-6,7-difluoro-N-methyl-1H-indole-4-carboxamide